Cl.FC1=C(C(=CC=C1)C(F)(F)F)C1CCNCC1 4-(2-fluoro-6-(trifluoromethyl)phenyl)piperidine hydrochloride